N-[(4-hydroxy-3-methoxyphenyl)methyl]-7-cyclopentyl-6-heptynylamide OC1=C(C=C(C=C1)C[N-]CCCCCC#CC1CCCC1)OC